methyl 3-cyano-4-isopropoxy-benzoate C(#N)C=1C=C(C(=O)OC)C=CC1OC(C)C